[NH4+].FC1=C(C(C(=O)[O-])=CC(=C1)N)C(=O)[O-].[NH4+] 3-fluoro-5-aminophthalic acid ammonium salt